5-bromo-2,2-dimethyl-2,3-dihydrobenzofuran-7-ol BrC=1C=C(C2=C(CC(O2)(C)C)C1)O